S1C(=CC=C1)CN(C([O-])=O)CC=1SC=CC1 bis(thiophen-2-ylmethyl)carbamate